1-(cyclobutylmethyl)-3-[[2-(difluoromethoxy)pyridin-4-yl]methyl]urea C1(CCC1)CNC(=O)NCC1=CC(=NC=C1)OC(F)F